OC1=C2N=CNC2=NC(=N1)NC(C(C)C)=O N-(6-hydroxy-9H-purin-2-yl)-2-methylpropanamide